CC1=C(CC(O1)C(=O)OC)C1=CC=CC=C1 methyl 2,3-dihydro-5-methyl-4-phenyl-2-furancarboxylate